N(=[N+]=[N-])CCOCCOC1=CC=C(C=C1)NC1=NC=C(C(=N1)NC=1C=C(C=CC1)NC(C=C)=O)F N-(3-(2-(4-(2-(2-azidoethoxy)ethoxy)phenylamino)-5-fluoropyrimidin-4-ylamino)phenyl)acrylamide